FC=1C(=CC(=NC1)C(=O)NC=1SC=C(N1)C)C=1C=NC=CC1C 5'-Fluoro-4-methyl-N-(4-methylthiazol-2-yl)-[3,4'-bipyridine]-2'-carboxamide